C(C)(C)(C)OC(=O)N([C@@H]1CCC=2N(C3=CC=CC=C3C2C1)C(=O)OC(C)(C)C)C1=CC(=NC=2N1N=CC2C(C)C)Cl tert-Butyl (3R)-3-[tert-butoxycarbonyl-(5-chloro-3-isopropyl-pyrazolo[1,5-a]pyrimidin-7-yl)amino]-1,2,3,4-tetrahydrocarbazole-9-carboxylate